FC1=CC=C(C=C1)C(=C)C=1C=NC(=NC1)N1CCN(CC1)C(=O)OC(C)(C)C tertbutyl 4-(5-(1-(4-fluorophenyl)vinyl)pyrimidin-2-yl)piperazine-1-carboxylate